4-(4-amino-7-cyano-2-(4-(2-fluoroacrylamido)phenyl)-1H-pyrrolo[3,2-c]pyridin-3-yl)-N-cyclopropyl-2-methoxybenzamide NC1=NC=C(C2=C1C(=C(N2)C2=CC=C(C=C2)NC(C(=C)F)=O)C2=CC(=C(C(=O)NC1CC1)C=C2)OC)C#N